COC1=NC=CC(=C1)C(=O)O 2-methoxy-pyridine-4-carboxylic acid